3-[1-oxo-6-[1-[1-(piperidine-4-carbonyl)azetidin-3-yl]-4-piperidyl]isoindolin-2-yl]piperidine-2,6-dione O=C1N(CC2=CC=C(C=C12)C1CCN(CC1)C1CN(C1)C(=O)C1CCNCC1)C1C(NC(CC1)=O)=O